C1(=CC=C(C=C1)C(=O)OCC(CCCC)CC)C(=O)OCC(CCCC)CC 1,4-benzenedicarboxylic acid, bis(2-ethylhexyl) ester